ClC=1C=C(C=C(C1)F)N1C(=C(C=2C(C(CCC12)(F)F)O)C(F)(F)F)C#N 1-(3-chloro-5-fluorophenyl)-5,5-difluoro-4-hydroxy-3-(trifluoromethyl)-4,5,6,7-tetrahydro-1H-indole-2-carbonitrile